6-(2-fluoro-3-nitrophenyl)-8-(2-fluorobenzyl)-2-(furan-2-ylmethyl)imidazo[1,2-a]Pyrazin-3(7H)-one FC1=C(C=CC=C1[N+](=O)[O-])C=1NC(=C2N(C1)C(C(=N2)CC=2OC=CC2)=O)CC2=C(C=CC=C2)F